C(#N)/C(/C(=O)NC=1C=C(C(=O)O)C=CC1)=C(\C=1C=NOC1C)/O 3-[[(Z)-2-cyano-3-hydroxy-3-(5-methylisoxazol-4-yl)prop-2-enoyl]amino]benzoic acid